1-(3-(6-chloro-5-methoxy-1-methyl-3-(1-(tetrahydro-2H-pyran-2-yl)-1H-pyrazol-4-yl)-1H-pyrrolo[3,2-b]pyridin-2-yl)-1-(4-methoxybenzyl)-1H-1,2,4-triazol-5-yl)ethan-1-one ClC=1C=C2C(=NC1OC)C(=C(N2C)C2=NN(C(=N2)C(C)=O)CC2=CC=C(C=C2)OC)C=2C=NN(C2)C2OCCCC2